tri-t-butyl-phosphine sodium stearyl-fumarate C(CCCCCCCCCCCCCCCCC)/C(/C(=O)[O-])=C\C(=O)[O-].[Na+].C(C)(C)(C)P(C(C)(C)C)C(C)(C)C.[Na+]